OC1=C(C=CC(=C1)O)CCO 2-(2,4-dihydroxyphenyl)ethanol